2-amino-3-(6-fluoro-2,3-dimethylphenyl)-3-butenoic acid monohydrochloride Cl.NC(C(=O)O)C(=C)C1=C(C(=CC=C1F)C)C